[C@H]12[C@@H](C[C@H](CC1)N2)NC=2N=C(C1=C(N2)N=C(C=C1C)C)NC N2-[(1R,2R,4S)-7-azabicyclo[2.2.1]heptan-2-yl]-N4,5,7-trimethylpyrido[2,3-d]pyrimidine-2,4-diamine